C1(=CC=CC=C1)N1C=NC(=C1)NC=1C2=C(N=C(N1)N[C@@H](C)C1=CC=CC=C1)C=CS2 (S)-N4-(1-phenyl-1H-imidazol-4-yl)-N2-(1-phenylethyl)thieno[3,2-d]pyrimidine-2,4-diamine